4-bromo-N,N-bis(5-(tert-butyl)-2-methoxyphenyl)-2,6-difluoroaniline BrC1=CC(=C(N(C2=C(C=CC(=C2)C(C)(C)C)OC)C2=C(C=CC(=C2)C(C)(C)C)OC)C(=C1)F)F